CCC(=O)O[C@H]1CC[C@@H]2[C@@]1(CC[C@H]3[C@H]2CC[C@@H]4[C@@]3(C[C@H](C(=O)C4)C)C)C The molecule is a steroid ester and a 3-oxo-5alpha-steroid. It has a role as an antineoplastic agent. It derives from a metholone.